tert-butyl (2s)-4-(2,2-dimethyl-4,6-dioxo-1,3-dioxane-5-carbonyl)-2-methylpiperidine-1-carboxylate CC1(OC(C(C(O1)=O)C(=O)C1C[C@@H](N(CC1)C(=O)OC(C)(C)C)C)=O)C